C(C1=CC=CC=C1)OC(=O)N(CCCCC[C@](C(=O)O)(C)C1=CC(=CC=C1)I)C (R)-7-(((benzyloxy)carbonyl)(methyl)amino)-2-(3-iodophenyl)-2-methylheptanoic acid